ClC1=C(OC2=CC=CC3=C2NC(=NS3(=O)=O)NCC3=CC(=CC=C3)C)C=CC=C1 5-(2-chlorophenoxy)-3-((3-methylbenzyl)amino)-4H-benzo[e][1,2,4]thiadiazine 1,1-dioxide